6-((4-methoxy-2-methylphenyl)amino)-3-methyl-1-(tetrahydro-2H-pyran-4-yl)-1,3-dihydro-2H-imidazo[4,5-c]Pyridin-2-one COC1=CC(=C(C=C1)NC1=CC2=C(C=N1)N(C(N2C2CCOCC2)=O)C)C